CS(=O)(=O)C1=CC=C(C=C1)S(=O)(=O)N1CC2(CCN(CC2)C(=O)OC(C)(C)C)C2=CC=CC=C12 tert-butyl 1-((4-(methylsulfonyl)phenyl)sulfonyl)spiro[indoline-3,4'-piperidine]-1'-carboxylate